CC(CCO)C=C(CCCCC)C 3,5-dimethyldec-4-en-1-ol